CN1CCN(CC1)C1=CC=C(C=C1)C=1C=C2C(=NC1)NN=C2C2=CC(=C(C(=C2)F)F)F 5-(4-(4-Methylpiperazin-1-yl)phenyl)-3-(3,4,5-trifluorophenyl)-1H-pyrazolo[3,4-b]pyridine